S(C)(=O)(=O)O.O[C@]1(C(N(C2=CC=CC=C12)C=1C=C(C=NC1)CC1=NNC(C2=CC=CC=C12)=O)=O)C (R)-(+)-4-((5-(3-hydroxy-3-methyl-2-oxoindolin-1-yl)pyridin-3-yl)methyl)phthalazin-1(2H)-one mesylate